ClCCCCC(=O)NC1=CC=CC=C1 5-Chloro-N-phenylpentanamide